N-(4-fluoro-3-((2-((1-(methyl-d3)-1H-pyrazol-4-yl)amino)-5-(4-(trifluoromethyl)phenyl)pyrimidin-4-yl)amino)phenyl)acrylamide FC1=C(C=C(C=C1)NC(C=C)=O)NC1=NC(=NC=C1C1=CC=C(C=C1)C(F)(F)F)NC=1C=NN(C1)C([2H])([2H])[2H]